C(C)(C)C1=CC=C(C=C1)C(CC(C)=O)(C)C 4-(4-isopropylphenyl)-4-methylpentan-2-one